C(C)(C)(C)OC(NC1CCC(CC1)(O)C(C)(F)F)=O (4-(1,1-difluoroethyl)-4-hydroxycyclohexyl)carbamic acid tert-butyl ester